N-(2-Chloro-6-methyl-4-morpholin-4-yl-phenyl)-2-(3-fluoro-phenyl)-acetamide ClC1=C(C(=CC(=C1)N1CCOCC1)C)NC(CC1=CC(=CC=C1)F)=O